N[C@@H]1[C@H]2CN([C@@H](C1)C2)C2=NC(=NC=1NC3=C(C=C(C(=C3C12)F)F)NC)OC=1C=NC=2N(C1)N=CC2 |&1:1| 4-((1R,4R,SR)-5-amino-2-azabicyclo[2.2.1]heptan-2-yl)-5,6-difluoro-N-methyl-2-(pyrazolo[1,5-a]pyrimidin-6-yloxy)-9H-pyrimido[4,5-b]indol-8-amine